5-bromo-4-chloro-2-(5-ethylcyclopent-1-en-1-yl)aniline BrC=1C(=CC(=C(N)C1)C1=CCCC1CC)Cl